6-(trifluoromethyl)indole-3-carboxylic acid FC(C1=CC=C2C(=CNC2=C1)C(=O)O)(F)F